FC1=C(C=C(CN2C(C3=CC=CC=C3C=N2)=O)C=C1)C(=O)N1CC(C1)CN1CCCC1 (4-fluoro-3-(3-(pyrrolidin-1-ylmethyl)azetidine-1-carbonyl)benzyl)phthalazin-1(2H)-one